4-methyl-5-(6-propyl-2,6-diazaspiro[3.3]Hept-2-yl)thiazole CC=1N=CSC1N1CC2(C1)CN(C2)CCC